C(C=C)(=O)N1CCN(CC1)C(CN1C2=C(N=C(C1=O)NC1=CC(=C(C(=C1)OC)OC)OC)C=CC(=N2)Cl)=O 4-(2-(4-acryloylpiperazin-1-yl)-2-oxoethyl)-6-chloro-2-(3,4,5-trimethoxyanilino)pyrido[2,3-b]pyrazin-3(4H)-one